4-[4-[(4-amino-1-naphthyl)oxy]-2-methyl-thiazol-5-yl]-N-[(3S)-1-methyl-3-piperidyl]pyrimidin-2-amine NC1=CC=C(C2=CC=CC=C12)OC=1N=C(SC1C1=NC(=NC=C1)N[C@@H]1CN(CCC1)C)C